(R)-3-[4-[(4-fluoro-phenylamino)-methyl]-[1,2,3]triazol-1-yl]-N-hydroxy-4-naphthalen-2-yl-butyramide FC1=CC=C(C=C1)NCC=1N=NN(C1)[C@@H](CC(=O)NO)CC1=CC2=CC=CC=C2C=C1